C(CCC)[S@@](=O)C1=CC=CC=C1 (R)-phenyl n-butyl sulfoxide